3,4-dihydroisoquinoline-5-sulfonamide C1=NCCC=2C(=CC=CC12)S(=O)(=O)N